6-(4-aminophenyl)-5-(4-(benzyloxy)-2,6-difluorophenyl)-7-methyl-5H-pyrrolo[3,2-d]pyrimidin-4-ol NC1=CC=C(C=C1)C1=C(C=2N=CN=C(C2N1C1=C(C=C(C=C1F)OCC1=CC=CC=C1)F)O)C